Methyl (2S)-4-{[2-(1-acetoxycyclobutyl)ethyl]thio}-2-({[(2-methyl-2-propanyl)oxy]carbonyl}amino)butanoate C(C)(=O)OC1(CCC1)CCSCC[C@@H](C(=O)OC)NC(=O)OC(C)(C)C